benzo-thiophene S1C=CC2=C1C=CC=C2